COC1=CC=C(C=N1)C=1N=CSC1 4-(6-methoxypyridin-3-yl)-1,3-thiazol